7-((2R,3R,4R,5S)-3,4-bis((tert-Butyldimethylsilyl)oxy)-5-((((5-(4-methoxyphenyl)-3-methylisoxazol-4-yl)methyl)thio)methyl)tetrahydrofuran-2-yl)-7H-pyrrolo[2,3-d]pyrimidin-4-amine [Si](C)(C)(C(C)(C)C)O[C@H]1[C@@H](O[C@@H]([C@H]1O[Si](C)(C)C(C)(C)C)CSCC=1C(=NOC1C1=CC=C(C=C1)OC)C)N1C=CC2=C1N=CN=C2N